1-(thiophen-2-yl)-N,N-dimethylpropylamine hydrochloride Cl.S1C(=CC=C1)C(CC)N(C)C